BrC=1C(=C2C(=CC1)C(NC[C@]21[C@H](C1)F)=O)F (2's,4r)-6-bromo-2',5-difluorospiro[2,3-dihydroisoquinoline-4,1'-cyclopropane]-1-one